FC(C(=O)O)(C1=CC(=CC=C1)N1CCC(CC1)N1N=CC(=C1)C1=NC2=CC=CC=C2N=C1)F difluoro-2-(3-(4-(4-(quinoxalin-2-yl)-1H-pyrazol-1-yl)piperidin-1-yl)phenyl)acetic acid